(2-cyanoethyl)-2-ethyl-4-methylimidazole C(#N)CCC1=C(N=C(N1)CC)C